COC(=O)[C@@H]1CN(CCN1C1=C(C=NC2=C(C(=NC=C12)Cl)F)[N+](=O)[O-])C(=O)OC(C)(C)C (S)-4-(7-chloro-8-fluoro-3-nitro-1,6-naphthyridin-4-yl)piperazine-1,3-dicarboxylic acid 1-(tert-butyl) 3-methyl ester